3-bromopropyl Methyl ether COCCCBr